CN1N=C(C(=C1)C1=CC=C(C=N1)CC=1C=C2C(N(C=NC2=C(C1C)F)[C@H]1CCOC[C@@H]1O)=O)C 1,5-anhydro-2,3-dideoxy-3-(6-((6-(1,3-dimethyl-1H-pyrazol-4-yl)pyridin-3-yl)methyl)-8-fluoro-7-methyl-4-oxoquinazolin-3(4H)-yl)-L-threo-pentitol